methyl (E)-3-methoxy-2-[2-[[(E)-[(2E)-2-methoxyimino methyl-butylidene]amino]oxymethyl]-phenyl]prop-2-enoate CO/C=C(/C(=O)OC)\C1=C(C=CC=C1)CO/N=C/C(CC)C=NOC